8-(4-chlorobenzylthio)-2'-O-methyladenosine ClC1=CC=C(CSC=2N([C@H]3[C@H](OC)[C@H](O)[C@@H](CO)O3)C=3N=CN=C(C3N2)N)C=C1